BrC=1C=C2C=CN=C(C2=CC1)Cl 6-bromo-1-chloro-isoquinoline